ClC=1C=C(C=CC1)S(=O)(=O)N1CCC2(CC(CO2)NC[C@@H](COC=2C=C(C=CC2)S(=O)(=O)NCC)O)CC1 3-((2S)-3-(8-(3-chlorophenylsulfonyl)-1-oxa-8-azaspiro[4.5]decan-3-ylamino)-2-hydroxypropoxy)-N-ethylbenzenesulfonamide